Cl.COCC(N)C1=CC(=NC=C1)OCC(F)(F)F 2-methoxy-1-(2-(2,2,2-trifluoroethoxy)pyridin-4-yl)ethan-1-amine hydrochloride